COC=1C=C(C=C(C1OC)OC)C=1C=CC(=NC1)N 5-(3,4,5-trimethoxyphenyl)pyridin-2-amine